ClC=1C=C(NC2(CCC3(C(=CC4=CC=CC=C34)C3=CC(=CC=C3)OC3=CC=CC=C3)CC2)C(=O)O)C=CC1 (1s,4s)-4-(3-Chloroanilino)-2'-(3-phenoxyphenyl)spiro[cyclohexane-1,1'-indene]-4-carboxylic acid